C(\C=C\C=CCCCCCCC)=O trans-2,4-dodecadienal